1-(1-{5-Chloro-3-[1-(cyclopropylcarbonyl)azetidin-3-yl]-2-methoxy-4-methylphenyl}ethyl)-3-methyl-1H-pyrazolo[3,4-d]pyrimidin ClC=1C(=C(C(=C(C1)C(C)N1N=C(C=2C1=NC=NC2)C)OC)C2CN(C2)C(=O)C2CC2)C